The molecule is a nucleotide-sugar oxoanion that is the conjugate base of dTDP-beta-L-daunosamine, arising from deprotonation of the diphosphate group and protonation of the amino group. It is the major microspecies at pH 7.3 (according to Marvin v 6.2.0.). It has a role as a bacterial metabolite. It is a conjugate base of a dTDP-beta-L-daunosamine. C[C@H]1[C@H]([C@H](C[C@H](O1)OP(=O)([O-])OP(=O)([O-])OC[C@@H]2[C@H](C[C@@H](O2)N3C=C(C(=O)NC3=O)C)O)[NH3+])O